7-fluoro-5-((2'-(5-methoxyisoindolin-2-yl)-[2,4'-bipyrimidinyl]-4-yl)ethynyl)-1H-indazole FC=1C=C(C=C2C=NNC12)C#CC1=NC(=NC=C1)C1=NC(=NC=C1)N1CC2=CC=C(C=C2C1)OC